1-benzyl-4-(((tert-butyldimethylsilyl)oxy)methyl)-3-methoxy-4-methylazetidin-2-one C(C1=CC=CC=C1)N1C(C(C1(C)CO[Si](C)(C)C(C)(C)C)OC)=O